succinimidyl trans-4-(maleimidomethyl)cyclohexane-1-carboxylate C1(C=CC(N1C[C@@H]1CC[C@H](CC1)C(=O)ON1C(CCC1=O)=O)=O)=O